C1(CCCCC1)C(=O)N1CC2N(CCC3=CC=CC=C23)C(C1)=O 2-(cyclohexanecarbonyl)-3,6,7,11b-tetrahydro-1H-pyrazino[2,1-a]isoquinolin-4-one